1-(6-(1-Aminoethyl)-4-chloro-2-{[2-(trimethylsilyl)ethoxy]methyl}-2H-indazol-7-yl)pyrrolidin-3-ol NC(C)C=1C=C(C2=CN(N=C2C1N1CC(CC1)O)COCC[Si](C)(C)C)Cl